COC(C1=C(C=C(C(=C1)OCCCNC(C1=CC=C(C=C1)F)=O)OC)N)=O 2-amino-5-(3-(4-fluorobenzamido)propoxy)-4-methoxybenzoic acid methyl ester